C(CC=CCCCCCCCCC)=O 3-tridecen-1-aldehyde